BrC=1C=CC(=C(C1)NC(=O)C1(CN(CCC1)C(=O)OC(C)(C)C)F)O tert-butyl 3-((5-bromo-2-hydroxyphenyl) carbamoyl)-3-fluoro-piperidine-1-carboxylate